[C@H]12CN(C[C@H](CC1)N2)C=2C1=C(N=C(N2)SC)C(=C(N=C1C#CC)C1=C(C=CC2=C(C(=CC=C12)F)C#C[Si](C(C)C)(C(C)C)C(C)C)O)F (4-((1R,5s)-3,8-diazabicyclo[3.2.1]oct-3-yl)-8-fluoro-2-(methylsulfanyl)-5-(propynyl)pyrido[4,3-D]pyrimidin-7-yl)-6-fluoro-5-((triisopropylsilyl)ethynyl)naphthalene-2-ol